5-((4-((3-chlorobenzyl)amino)-5-methylpyrimidin-2-yl)amino)benzo[c][1,2]oxaborol-1(3H)-ol ClC=1C=C(CNC2=NC(=NC=C2C)NC2=CC3=C(B(OC3)O)C=C2)C=CC1